CC1(C2C3C4C=CC(C3C(C1)C2)C4)C(=O)OC(C)C 8-methyl-8-isopropoxycarbonyl-tetracyclo[4.4.0.12,5.17,10]-3-dodecene